Cyclohexyl (E)-3-(1-(3,5-bis(trifluoromethyl)benzyl)-1H-pyrrolo[2,3-b]pyridin-3-yl)-2-cyanoacrylate FC(C=1C=C(CN2C=C(C=3C2=NC=CC3)/C=C(/C(=O)OC3CCCCC3)\C#N)C=C(C1)C(F)(F)F)(F)F